BrC=1C=CC2=C(C(=C(O2)C(=O)N)I)C1 5-bromo-3-iodo-1-benzofuran-2-carboxamide